3-fluoro-5-((2'-(5-(trifluoromethyl)isoindolin-2-yl)-[2,4'-bipyrimidin]-4-yl)ethynyl)-1H-indazole FC1=NNC2=CC=C(C=C12)C#CC1=NC(=NC=C1)C1=NC(=NC=C1)N1CC2=CC=C(C=C2C1)C(F)(F)F